C(CC1=NNC(=N1)CCCCCC)C1=NNC(=N1)CCCCCC 3,3'-ethylenebis(5-hexyl-1H-1,2,4-triazole)